6-(2-(Dimethylamino)ethyl)quinolin-2(1H)-one trifluoroacetate FC(C(=O)O)(F)F.CN(CCC=1C=C2C=CC(NC2=CC1)=O)C